S1N=CC(=C1)C1=NC=CC=C1N[C@H](C)C=1C=C(C=C2C(C(=C(OC12)C=1C=NC=CC1)C)=O)C 8-[(1R)-1-[(2-Isothiazol-4-yl-3-pyridyl)amino]-ethyl]-3,6-dimethyl-2-(3-pyridyl)chromen-4-one